tert-butyl N-[(1S)-1-amino-1-methyl-ethyl]carbamate NC(C)(C)NC(OC(C)(C)C)=O